pentanediamine iodide [I-].C(CCCC)(N)N